methyl 2-(3-hydroxy-2-pentylcyclopentyl)acetate OC1C(C(CC1)CC(=O)OC)CCCCC